BrC=1C=C(C=C(C1)[N+](=O)[O-])CCC(=O)O 3-(3-bromo-5-nitrophenyl)propionic acid